NC(C(=O)N(C(C)C=1NC=C(N1)C1=CC=CC=C1)CC=1C(=C(C(=O)O)C=CC1)OC)CC1=C(C=C(C=C1C)C(N)=O)C ({[2-Amino-3-(4-carbamoyl-2,6-dimethyl-phenyl)-propionyl]-[1-(4-phenyl-1H-imidazol-2-yl)-ethyl]-amino}-methyl)-2-methoxy-benzoic acid